OCC=1C=CC(=C(C1)NC=1N=C(C2=C(N1)NC=C2)NC2=C(C=CC=C2)S(=O)(=O)N(C)C)OC 2-((2-((5-(hydroxymethyl)-2-methoxyphenyl)amino)-7H-pyrrolo[2,3-d]pyrimidin-4-yl)amino)-N,N-dimethylbenzenesulfonamide